NC1=C(C=CC(=C1F)NCC1=CC=C(C=C1)O)NC([C@@H]([C@@H](CCCCC)F)F)=O (2S,3R)-N-(2-Amino-3-fluoro-4-((4-hydroxybenzyl)amino)phenyl)-2,3-difluorooctanamid